ClC1=CC=NC(=C1C=O)N1C(C2=C(C=C(C=C2C=C1)C1CC1)F)=O 4-chloro-2-(6-cyclopropyl-8-fluoro-1-oxoisoquinolin-2(1H)-yl)nicotinaldehyde